[N+](=O)([O-])C=1C=CC2=C(NC(CO2)=O)C1 6-Nitro-4H-1,4-benzoxazin-3-one